OC=1C=C(C(=O)OC)C=C(C1)S(=O)(=O)C Methyl 3-hydroxy-5-methylsulfonyl-benzoate